NC=1C=C(C=CC1)N1N=C(C(=C1)C)NC=1C=C2C=NNC2=CC1 N-(1-(3-aminophenyl)-4-methyl-1H-pyrazol-3-yl)-1H-indazol-5-amine